N,N-Bis(2,5-dihydroxy-3-sulfophenylmethyl)acetamid OC1=C(C=C(C=C1S(=O)(=O)O)O)CN(C(C)=O)CC1=C(C(=CC(=C1)O)S(=O)(=O)O)O